CN(C(=O)C1C[C@H](NC([C@@H](NC(OC(CCC/C=C/C1)CCCCCCC)=O)CC(C)C)=O)C(=O)OCC)C ethyl (4S,7S,E)-9-(dimethylcarbamoyl)-16-heptyl-4-isobutyl-2,5-dioxo-1-oxa-3,6-diazacyclohexadec-11-ene-7-carboxylate